FC1=C(C=C(C=C1)NC(=O)C=1N(C(=C2C(NC(CCC21)(C)CO)=O)C)C)C N-(4-fluoro-3-methylphenyl)-6-(hydroxymethyl)-2,3,6-trimethyl-4-oxo-2,4,5,6,7,8-hexahydropyrrolo[3,4-c]azepine-1-carboxamide